4-(6-chloro-5-methoxy-1-methyl-1H-indol-3-yl)-N-(4-fluoro-2-methoxy-5-nitrophenyl)-1,3,5-triazin-2-amine ClC1=C(C=C2C(=CN(C2=C1)C)C1=NC(=NC=N1)NC1=C(C=C(C(=C1)[N+](=O)[O-])F)OC)OC